fumaric acid, (anhydride) C1(\C=C\C(=O)O1)=O